N-Phenethyl-6-(4-((1,2,3,4-tetrahydroisochinolin-7-yl)oxy)-1H-pyrrolo[2,3-b]pyridin-3-yl)pyrimidin-4-amin C(CC1=CC=CC=C1)NC1=NC=NC(=C1)C1=CNC2=NC=CC(=C21)OC2=CC=C1CCNCC1=C2